(3-fluoro-3-methyl-azetidin-1-yl)-(5-phenyl-6,7-dihydro-5H-pyrrolo[1,2-b][1,2,4]triazol-2-yl)methanone FC1(CN(C1)C(=O)C=1N=C2N(N1)C(CC2)C2=CC=CC=C2)C